C(C=1C(C(=O)OOC(C)CC)=CC=CC1)(=O)OOC(C)CC di(2-butoxy) phthalate